6-diethylaminocoumarin C(C)N(C=1C=C2C=CC(OC2=CC1)=O)CC